OC=1C(=C(C2=C(CCC(O2)(C)C2=CC(=NO2)CCC2=CC(=C(C=C2)O)O)C1C)C)C 5-(3,4-Dihydro-6-hydroxy-2,5,7,8-tetramethyl-2H-benzopyran-2-yl)-3-(3,4-dihydroxyphenethyl)-isoxazole